(1R,3S)-3-{5-[(2-oxo-1,2,3,4-tetrahydroquinolin-6-yl)amino]-1H-pyrazol-3-yl}cyclopentyl (prop-2-ylamino)methanoate CC(C)NC(=O)O[C@H]1C[C@H](CC1)C1=NNC(=C1)NC=1C=C2CCC(NC2=CC1)=O